1-[(1H-indol-6-yl)carbonyl]piperidin N1C=CC2=CC=C(C=C12)C(=O)N1CCCCC1